3-chloro-5-(3-methylmorpholino)isothiazolo[4,5-b]Pyridine ClC1=NSC=2C1=NC(=CC2)N2C(COCC2)C